(E)-N'-((5-cyclobutoxy-2-fluoropyridin-3-yl)methylene)-6-(6-ethoxypyridin-3-yl)pyrazine-2-carbohydrazide C1(CCC1)OC=1C=C(C(=NC1)F)\C=N\NC(=O)C1=NC(=CN=C1)C=1C=NC(=CC1)OCC